5-(1-ethyl-1H-benzo[d][1,2,3]triazol-6-yl)-N-(2,2,2-trifluoroethyl)-7H-pyrrolo[2,3-d]pyrimidin-2-amine C(C)N1N=NC2=C1C=C(C=C2)C2=CNC=1N=C(N=CC12)NCC(F)(F)F